methyl 3-(9-((4-(aminomethyl)-2-(cyclopropylmethoxy)phenyl)carbamoyl)-4,5-dihydrobenzo[b]thieno[2,3-d]oxepin-8-yl)-6-(propylcarbamoyl)picolinate NCC1=CC(=C(C=C1)NC(=O)C1=CC2=C(OCCC3=C2SC=C3)C=C1C=1C(=NC(=CC1)C(NCCC)=O)C(=O)OC)OCC1CC1